C1=2C=3NN=CC3NC(CCCCCC(=CN=C1)C2)=O 3,4,7,16-tetraazatricyclo[12.3.1.02,6]octadeca-1(18),2(6),4,14,16-pentaen-8-one